O=C1NC(CCC1N1C(C2=CC=C(C=C2C1=O)NCCCC1CCN(CC1)C(=O)OC(C)(C)C)=O)=O tert-butyl 4-(3-((2-(2,6-dioxopiperidin-3-yl)-1,3-dioxoisoindolin-5-yl)amino)-propyl)piperidine-1-carboxylate